CSC1(CNCC1)C(=O)N 3-(methylsulfanyl)pyrrolidine-3-carboxamide